(6R)-6,10-dimethylundecan-2-one C[C@@H](CCCC(C)=O)CCCC(C)C